CC(CC[Si](OC)(OC)OC)C 3,3-dimethyl-1-propyltrimethoxysilane